OC1=C(C=O)C(=CC=C1)C#CC1=NC=CC(=N1)NC=1N=CC2=C(C=CC(=C2C1)C(C)C)N1CC(C1)CS(=O)(=O)C hydroxy-6-((4-((5-isopropyl-8-(3-((methylsulfonyl)methyl)azetidin-1-yl)isoquinolin-3-yl)amino)pyrimidin-2-yl)ethynyl)benzaldehyde